(E)-12-chloro-docosen-13-enoic acid ClC(CCCCCCCC/C=C/C(=O)O)C=CCCCCCCCC